N1=CN=C(C2=CC=CC=C12)OCCCCCCN1CCOCC1 (6-(quinazolin-4-yloxy)hexyl)morpholine